C(C)(C)N(CCC1=C(N=C(S1)N)C)C 5-(2-(isopropyl-(methyl)amino)ethyl)-4-methylthiazol-2-amine